C(CCC)N(CCC[SiH](C1=CC=C(C=C)C=C1)COCC)CCCC 4-[(3-dibutylaminopropyl)ethoxymethylsilyl]styrene